(4-(1H-pyrazol-1-yl)piperidin-1-yl)(6-((5-fluoroimidazo[1,2-a]pyridin-2-yl)methoxy)-4-(piperidine-1-carbonyl)-quinolin-2-yl)methanone N1(N=CC=C1)C1CCN(CC1)C(=O)C1=NC2=CC=C(C=C2C(=C1)C(=O)N1CCCCC1)OCC=1N=C2N(C(=CC=C2)F)C1